C(CCCCC)C(C(=O)OCCCCCC(CCCCCSCC(CCCCCC)OC(CCC1CCCCC1)=O)NCCCCO[Si](C1=CC=CC=C1)(C1=CC=CC=C1)C(C)(C)C)CCCCCCCC 6-((4-((tert-Butyldiphenylsilyl)oxy)butyl)amino)-11-((2-((3-cyclohexylpropanoyl)oxy)-octyl)thio)undecyl 2-hexyldecanoate